5-((4-(diethylamino)phenyl)amino)-1,3-dimethyl-1,3-dihydro-2H-benzo[d]imidazol-2-one C(C)N(C1=CC=C(C=C1)NC1=CC2=C(N(C(N2C)=O)C)C=C1)CC